(S)-N-{2-(4-Nitrophenyl)-1-[2-(thien-2-yl)thiazol-4-yl]Ethyl}-1-phenylmethanesulfonamide [N+](=O)([O-])C1=CC=C(C=C1)C[C@@H](C=1N=C(SC1)C=1SC=CC1)NS(=O)(=O)CC1=CC=CC=C1